5-(2-((R or S)-3-((R or S)-1-ethoxyethyl)-3-(2-(5-fluorothiophen-2-yl)ethyl)pyrrolidin-1-yl)propan-2-yl)-2-methylpyridine citrate C(CC(O)(C(=O)O)CC(=O)O)(=O)O.C(C)O[C@H](C)[C@]1(CN(CC1)C(C)(C)C=1C=CC(=NC1)C)CCC=1SC(=CC1)F |o1:16,18|